N-(5-((2-(3-oxa-8-azabicyclo[3.2.1]octan-8-yl)ethyl)carbamoyl)-2-methylpyridin-3-yl)-2-(6,7-dihydro-5H-pyrazolo[5,1-b][1,3]oxazin-3-yl)pyrazolo[5,1-b]thiazole-7-carboxamide C12COCC(CC1)N2CCNC(=O)C=2C=C(C(=NC2)C)NC(=O)C=2C=NN1C2SC(=C1)C=1C=NN2C1OCCC2